di-(pinacol) diboron [B].[B].OC(C)(C)C(C)(C)O.OC(C)(C)C(C)(C)O